OC1=C(NC(C2=CC=CC=C2)=O)C=CC=C1 ortho-hydroxybenzanilide